1-({5-[(azetidin-1-yl)methyl]-2-methoxyphenyl}-methyl)-N7-butyl-1H-pyrazolo[4,3-d]pyrimidine-5,7-diamine N1(CCC1)CC=1C=CC(=C(C1)CN1N=CC=2N=C(N=C(C21)NCCCC)N)OC